ClC1=C(C=CC(=C1)C(F)(F)F)NC(CN1C2=C(C(C(=C1CC)N1CCN(CC1)C(=O)OC(C)(C)C)=O)OC(=N2)C2=CC(=NC=C2)OC)=O tert-butyl 4-(4-(2-((2-chloro-4-(trifluoromethyl)phenyl)amino)-2-oxoethyl)-5-ethyl-2-(2-methoxypyridin-4-yl)-7-oxo-4,7-dihydrooxazolo[4,5-b]pyridin-6-yl)piperazine-1-carboxylate